3-hydroxy-3-methylcyclobutan-1-one OC1(CC(C1)=O)C